1-(5-{[2-chloro-6-(trifluoromethyl)phenyl]methoxy}pyridin-2-yl)-3-methylimidazole-2,4-dione ClC1=C(C(=CC=C1)C(F)(F)F)COC=1C=CC(=NC1)N1C(N(C(C1)=O)C)=O